OC[C@@H](C1=CC=CC=C1)NC(=O)C=1C=2C[C@H]3[C@@H](C2N(N1)C1=C(C=C(C=C1)F)F)C3 (1aS,5aS)-2-(2,4-Difluoro-phenyl)-1a,2,5,5a-tetrahydro-1H-2,3-diaza-cyclopropa[a]pentalene-4-carboxylic acid ((R)-2-hydroxy-1-phenyl-ethyl)-amide